1,3-Dimethyl-3-(2-oxo-2-(2-(3-oxobutyl)phenyl)ethyl)indolin-2-one CN1C(C(C2=CC=CC=C12)(CC(C1=C(C=CC=C1)CCC(C)=O)=O)C)=O